4-nitro-3',5'-bis(trifluoromethyl)-[1,1'-biphenyl]-3-carbaldehyde [N+](=O)([O-])C1=C(C=C(C=C1)C1=CC(=CC(=C1)C(F)(F)F)C(F)(F)F)C=O